[Cl-].C(CCCCCCCCCCCCCCC(C)C)NCCC[NH+](C)C isostearylaminopropyl-dimethyl-ammonium chloride